9-chloro-1,1-dipropoxynonane ClCCCCCCCCC(OCCC)OCCC